tert-Butyl (2S)-2-[[[3-cyano-2-(2-furyl)pyrazolo[1,5-a]pyrimidin-5-yl]amino]methyl]pyrrolidine-1-carboxylate C(#N)C=1C(=NN2C1N=C(C=C2)NC[C@H]2N(CCC2)C(=O)OC(C)(C)C)C=2OC=CC2